3-[[(1S,4R)-norbornan-2-yl]methoxy]pyrazole-1-carboxylic acid tert-butyl ester C(C)(C)(C)OC(=O)N1N=C(C=C1)OCC1[C@H]2CC[C@@H](C1)C2